1,1-di-t-butylcyclohexane C(C)(C)(C)C1(CCCCC1)C(C)(C)C